C(CCCCCCCCCCCCCCC(C)C)C(C(=O)O)CCCCCCCCCC isostearyl-lauric acid